SCSC(SCC)SCS [3,3-bis(mercaptomethylthio)-2-thiapropyl]methane